methyl 5-iodo-1-methyl-1H-imidazole-4-carboxylate IC1=C(N=CN1C)C(=O)OC